ClC1=C(C=CC(=C1)Cl)CCC(=O)O 3-(2,4-Dichlorophenyl)propionic acid